N-(2-(2-(2-(2-aminoethoxy)ethoxy)ethoxy)ethyl)-6-azidohexanamide NCCOCCOCCOCCNC(CCCCCN=[N+]=[N-])=O